FC=1C=C(C=CC1C1=NC=2C=CNC(C2C(=C1)NC1=NC=C(C=C1)N1CCNCC1)=O)NC(=O)C1(CCC1)C N-[3-fluoro-4-[5-oxo-4-[(5-piperazin-1-yl-2-pyridyl)amino]-6H-1,6-naphthyridin-2-yl]phenyl]-1-methyl-cyclobutane-carboxamide